[Si](C)(C)(C(C)(C)C)C#CC=1N=C(C(=NC1)Cl)C 5-[2-(Tert-Butyldimethylsilyl)ethynyl]-2-chloro-3-methylpyrazine